5-bromo-4-[(3S)-3-tert-butylpiperazin-1-yl]-2-(4-pyridinyl)-1H-pyrimidin-6-one BrC1=C(N=C(NC1=O)C1=CC=NC=C1)N1C[C@@H](NCC1)C(C)(C)C